tert-butyl N-[4-(4-fluorophenyl)-2-[[4-[(5-fluoro-3-pyridyl)sulfonimidoyl] benzoyl]amino]phenyl]carbamate FC1=CC=C(C=C1)C1=CC(=C(C=C1)NC(OC(C)(C)C)=O)NC(C1=CC=C(C=C1)S(=O)(=N)C=1C=NC=C(C1)F)=O